Dichlorodifluoro-methan ClC(F)(F)Cl